methyl 2-(2-(4-chloro-3-fluorophenyl)acetyl)-5-fluoro-3-nitrobenzoate ClC1=C(C=C(C=C1)CC(=O)C1=C(C(=O)OC)C=C(C=C1[N+](=O)[O-])F)F